FC1=CC=C(C(=O)N[C@H](C(=O)NC2=CC=C(C=C2)S(NC)(=O)=O)CC2=CC=CC=C2)C=C1 (S)-4-fluoro-N-(1-(4-(N-methylsulfamoyl)phenylamino)-1-oxo-3-phenylpropan-2-yl)benzamide